7-((5-chloropyridin-2-yl)methyl)-8-(3-(difluoromethoxy)phenoxy)-1-(3-hydroxypropyl)-3-methyl-1H-purine-2,6(3H,7H)-dione ClC=1C=CC(=NC1)CN1C(=NC=2N(C(N(C(C12)=O)CCCO)=O)C)OC1=CC(=CC=C1)OC(F)F